2-(4-methylphenyl)acetic acid 2-methoxyphenyl ester COC1=C(C=CC=C1)OC(CC1=CC=C(C=C1)C)=O